N-Ethyl-5-methoxy-2-phenyl-6-(piperidine-1-carbonyl)benzofuran-3-carboxamide C(C)NC(=O)C1=C(OC2=C1C=C(C(=C2)C(=O)N2CCCCC2)OC)C2=CC=CC=C2